COC1=CC=C(CN2C=NC3=C2C=CC=C3)C=C1 1-(4-methoxybenzyl)-1H-benzo[d]imidazole